F[C@H]1CN(C[C@@H]1F)C1=NC=CC(=N1)NC=1N=CC2=C(N=CC(=C2C1)C(C)C)N1CC(C1)CS(=O)(=O)C N-{2-[(3S,4S)-3,4-difluoropyrrolidin-1-yl]pyrimidin-4-yl}-8-[3-(methanesulfonyl-methyl)azetidin-1-yl]-5-(propan-2-yl)-2,7-naphthyridin-3-amine